(2s,3r,4s,5s,6r)-2-(4-chloro-3-(4-hydroxybenzyl)phenyl)-6-(hydroxymethyl)-tetrahydro-2H-pyran-3,4,5-triol ClC1=C(C=C(C=C1)[C@@H]1O[C@@H]([C@H]([C@H]([C@H]1O)O)O)CO)CC1=CC=C(C=C1)O